3-(3-methyl-1-acetyl-6-chloroindolin-3-yl)propionitrile CC1(CN(C2=CC(=CC=C12)Cl)C(C)=O)CCC#N